C(=O)(OC(C)(C)C)C(C(=O)O)(CN)N Boc-L-alpha,beta-diaminopropionic acid